C(C)(C)C1=C(C=CC=C1)C1=NC=C2N(C(N(C2=N1)CC1=CC=C(C=C1)N(C(=O)NCCOC)C)=O)C 1-(4-((2-(2-isopropylphenyl)-7-methyl-8-oxo-7,8-dihydro-9H-purin-9-yl)methyl)phenyl)-3-(2-methoxyethyl)-1-methylurea